CC1=NC=2N(C(=C1)C1CNCCC1)N=CN2 3-{5-methyl-[1,2,4]-triazolo[1,5-a]pyrimidin-7-yl}piperidine